C(C)N1C(=CC=2C1=NC=CC2)C2=NC1=C(N2C)C(=CC(=C1)C(=O)N1C[C@@H]2[C@H](CC1)CCN2C(=O)OC(C)(C)C)OC tert-butyl (3aR,7aS)-6-(2-{1-ethyl-1H-pyrrolo[2,3-b]-pyridin-2-yl}-7-methoxy-1-methyl-1H-1,3-benzodiazole-5-carbonyl)-octahydro-1H-pyrrolo[2,3-c]pyridine-1-carboxylate